[Cl-].[Li+].BrC1=NC=CC(=C1F)CC1N(C2CC(C1=O)C2)C(=O)OC(C)(C)C tert-Butyl 3-[(2-bromo-3-fluoropyridin-4-yl)methyl]-4-oxo-2-azabicyclo[3.1.1]heptane-2-carboxylate Lithium chloride